C(C(=C)C)(=O)NC(C(=O)[O-])CCCCCCCCCC methacrylamidolaurate